C(C1=CC=CC=C1)N1CCC(CC1)CCNC(=O)N1[C@@H](CN(CC1)C1=NC=C(C=C1)OC(F)(F)F)C (2R)-N-[2-(1-benzylpiperidin-4-yl)ethyl]-2-methyl-4-[5-(trifluoromethoxy)pyridin-2-yl]piperazine-1-carboxamide